6-({4-[(methylsulfanyl)methyl]piperidin-1-yl}methyl)-4-(trifluoromethyl)-2,3-dihydroisoindol-1-one CSCC1CCN(CC1)CC1=CC(=C2CNC(C2=C1)=O)C(F)(F)F